BrC1=CC(=C(C=C1)[C@H](C)NC(OC(C)(C)C)=O)O (S)-tert-butyl (1-(4-bromo-2-hydroxyphenyl)ethyl)carbamate